3-(2-methoxy-5-(trifluoromethyl)phenyl)isonicotinic acid methyl ester COC(C1=C(C=NC=C1)C1=C(C=CC(=C1)C(F)(F)F)OC)=O